3-[(3-Bromo-phenyl)-hydroxy-(4-trifluoromethoxy-phenyl)-methyl]-3-methyl-azetidine-1-carboxylic acid tert-butyl ester C(C)(C)(C)OC(=O)N1CC(C1)(C)C(C1=CC=C(C=C1)OC(F)(F)F)(O)C1=CC(=CC=C1)Br